BrC1=C(C=CC=C1)CC(=O)N1CCC=2C1=CN=CC2C2=CC=C(C#N)C=C2 4-{1-[2-(2-bromophenyl)acetyl]-2,3-dihydro-1H-pyrrolo[2,3-c]pyridine-4-yl}benzonitrile